CC1CNCC(O1)C1=CC=2N(C=C1)N=CC2 2-methyl-6-pyrazolo[1,5-a]pyridin-5-yl-morpholine